2-(4-chloro-o-tolyloxy)propionic acid ClC1=CC(=C(C=C1)C)OC(C(=O)O)C